3-bromoimidazo[1,2-a]pyrimidine BrC1=CN=C2N1C=CC=N2